BrC1=CC=C(C=C1)S(=O)(=O)C1=CC(=NC=C1)C#N 4-((4-bromophenyl)sulfonyl)picolinonitrile